2-amino-4-(furan-2-yl)-6-((3-(trifluoromethyl)benzyl)amino)pyrimidine-5-carboxylic acid ethyl ester C(C)OC(=O)C=1C(=NC(=NC1NCC1=CC(=CC=C1)C(F)(F)F)N)C=1OC=CC1